methyl 4-(4-methoxy-3,3-dimethyl-but-1-ynyl)benzoate COCC(C#CC1=CC=C(C(=O)OC)C=C1)(C)C